CN(C)C[C@H]1CN2C(OC1)=C(C(=N2)C2=C(C=CC=C2)F)C(=O)N[C@@H]2C(NC1=C(C(=N2)C2=CC=CC=C2)C=CC=C1F)=O |o1:4| (6S*)-6-[(Dimethylamino)methyl]-N-[(3S)-9-fluoro-2-oxo-5-phenyl-1,3-dihydro-1,4-benzodiazepin-3-yl]-2-(2-fluorophenyl)-6,7-dihydro-5H-pyrazolo[5,1-b][1,3]oxazine-3-carboxamide